ClC=1C=C2C=C(C=NC2=CC1)NC1=NC(=NC=C1)NC=1C(=CC(=NC1)N1CCC(CC1)(O)C)OC 1-{5-[4-(6-chloro-3-quinolylamino)-2-pyrimidinylamino]-4-methoxy-2-pyridyl}-4-methyl-4-piperidinol